trinormal butylammonium tetrakis(pentafluorophenyl)borate FC1=C(C(=C(C(=C1[B-](C1=C(C(=C(C(=C1F)F)F)F)F)(C1=C(C(=C(C(=C1F)F)F)F)F)C1=C(C(=C(C(=C1F)F)F)F)F)F)F)F)F.C(CCC)[NH+](CCCC)CCCC